Methyl 6-(benzyloxy)-10-bromo-8-chloro-[1,2,4]triazolo[5,1-a]isoquinoline-5-carboxylate C(C1=CC=CC=C1)OC1=C(N2C(C3=C(C=C(C=C13)Cl)Br)=NC=N2)C(=O)OC